BrC1=C(N2C(C=C(C=C2C=C1F)Cl)Cl)Cl 7-bromo-2,4,6-trichloro-8-fluoroquinolizine